benzo[e][1,2,4]thiadiazin S1NC=NC2=C1C=CC=C2